COC(CC(=O)O)CC1=C(C=CC=C1)C(NOC1OCCCC1)=O 3-methoxy-4-((((tetrahydro-2H-pyran-2-yl)oxy)carbamoyl)phenyl)butanoic acid